(4-[(tert-butyldimethylsilyl)oxy]cyclohexyl)-5-(4,4,5,5-tetramethyl-1,3,2-dioxaborolan-2-yl)-7H-pyrrolo[2,3-d]pyrimidin-2-amine [Si](C)(C)(C(C)(C)C)OC1CCC(CC1)C=1C2=C(N=C(N1)N)NC=C2B2OC(C(O2)(C)C)(C)C